O=C1NC(CC[C@H]1N1C(C2=CC=C(C=C2C1=O)OC1CC(C1)NC(OC(C)(C)C)=O)=O)=O tert-butyl N-[(1r,3r)-3-[[2-(2,6-dioxopiperidin-3-yl)-1,3-dioxo-2,3-dihydro-1H-isoindol-5-yl]oxy]cyclobutyl]carbamate